C(C)(C)(C)S(=O)(=O)N1C2(CCC2)CC(C1)N1CCCC2=CC(=CC=C12)Cl 1-(5-tert-butylsulfonyl-5-azaspiro[3.4]octan-7-yl)-6-chloro-3,4-dihydro-2H-quinoline